dicalcium citrate ethyl-2-(2-{[7-(5-methyl-1,2,4-oxadiazol-3-yl)isoquinolin-1-yl]amino}ethyl)-2,3-dihydro-1H-isoindole-5-carboxylate C(C)OC(=O)C=1C=C2CN(CC2=CC1)CCNC1=NC=CC2=CC=C(C=C12)C1=NOC(=N1)C.C(CC(O)(C(=O)[O-])CC(=O)[O-])(=O)[O-].[Ca+2].[Ca+2]